O=C(N1C=NC=2C1=NC(=CC2)C(=O)O)C2CCC2 3-(oxocyclobutane-2-ylmethyl)-3H-imidazo[4,5-b]pyridine-5-carboxylic acid